BrC=1C=NN(C1C1=C(C(=CC(=C1F)Cl)OC1CC1)C#N)C 2-(4-bromo-1-methyl-1H-pyrazol-5-yl)-4-chloro-6-cyclopropoxy-3-fluorobenzeneCarbonitrile